C(C)C1=CN=C2C(=N1)N(C(C(=C2)C2CCC(CC2)C2=C(C=CC=C2C)F)=O)CC2=NC=CC=C2C(F)(F)F 3-Ethyl-7-((1r,4r)-4-(2-fluoro-6-methylphenyl)cyclohexyl)-5-((3-(trifluoromethyl)pyridin-2-yl)methyl)pyrido[2,3-b]pyrazin-6(5H)-one